7-methoxy-2-(2-(pyrrolidin-1-yl)benzyl)imidazo[1,2-c]quinazolin-5-amine COC1=CC=CC=2C=3N(C(=NC12)N)C=C(N3)CC3=C(C=CC=C3)N3CCCC3